tert-butyl (3R)-3-{2-[4-(4-chlorophenyl)-5-(pyridin-4-yl)-1H-imidazol-1-yl]acetamido}pyrrolidine-1-carboxylate ClC1=CC=C(C=C1)C=1N=CN(C1C1=CC=NC=C1)CC(=O)N[C@H]1CN(CC1)C(=O)OC(C)(C)C